[Tc].O=C(NC(CCCCNC)C(=O)O)CCC(NC(NC(CCC(=O)O)C(=O)O)=O)C(=O)O 9,14-dioxo-2,8,13,15-tetraazaoctadecane-7,12,16,18-tetracarboxylic acid technetium